(2E,2'E,2''E)-2,2',2''-(cyclopropane-1,2,3-triylidene)tris(2-(perfluorophenyl)acetonitril) C1(C(C1=C(C#N)C1=C(C(=C(C(=C1F)F)F)F)F)=C(C#N)C1=C(C(=C(C(=C1F)F)F)F)F)=C(C#N)C1=C(C(=C(C(=C1F)F)F)F)F